(2S,6S)-2-amino-6-hydroxy-2-(4-(trifluoromethyl)phenyl)cyclohexan-1-one hydrochloride Cl.N[C@]1(C([C@H](CCC1)O)=O)C1=CC=C(C=C1)C(F)(F)F